C(C)(C)(C)OC(=O)N1C[C@H](CC1)NC1CC1 (S)-3-(cyclopropylamino)pyrrolidine-1-carboxylic acid tert-butyl ester